CC1(C(OB(OC1)C=1SC=CC1)C1=C(C=CC=C1)[N+](=O)[O-])C 5,5-dimethyl-4-(2-nitrophenyl)-2-(thiophen-2-yl)-1,3,2-dioxaborinane